P(=O)(O)NP(=O)O.N(OP(O)(O)=O)OP(O)(O)=O iminodiphosphoric acid (imidodiphosphonate)